P(=O)(O)(O)C[C@H]([C@H](NO)C(=O)O)O 4-phosphohydroxyl-L-threonine